5-amino-N-{2-[3-amino-4-(fluoromethyl)pyrrolidin-1-yl]-5,6,7,8-tetrahydroquinolin-6-yl}-2,4-dimethylthieno[2,3-d]pyrimidine-6-carboxamide NC1=C(SC=2N=C(N=C(C21)C)C)C(=O)NC2CC=1C=CC(=NC1CC2)N2CC(C(C2)CF)N